N,N-dimethyl-N'-((2-(2-methoxyethoxy)phenyl)sulfonyl)formamidine CN(C=NS(=O)(=O)C1=C(C=CC=C1)OCCOC)C